NC1(NSC2=C1C=C(C=C2)[N+](=O)[O-])[N+]#N 3-amino-5-nitro-benzo[d]isothiazolediazonium